methyl 2,2,4-trimethyl-3-hydroxypentanoate CC(C(=O)OC)(C(C(C)C)O)C